hafnium diselenide [Se-2].[Se-2].[Hf+4]